benzyl-7-amino-5-azaspiro[2.4]heptane-5-carboxylate C(C1=CC=CC=C1)OC(=O)N1CC2(CC2)C(C1)N